C(C)(C)(C)OC(=O)N1CCC(CC1)N(C=1N=CC(=NC1)C(=O)O)C 5-[(1-tert-butoxycarbonyl-4-piperidinyl)-methyl-amino]pyrazine-2-carboxylic acid